5-(5-(1-(3-Hydroxypropyl)-1H-1,2,3-triazol-4-yl)-4-(isopropylamino)thieno[2,3-b]pyridin-2-yl)pyridin-2(1H)-on OCCCN1N=NC(=C1)C=1C(=C2C(=NC1)SC(=C2)C=2C=CC(NC2)=O)NC(C)C